[NH+]1=CC=CC=C1.BrC=1C=CC=2C3(C4=CC=C(C=C4OC2C1)Br)OC(C1=CC=C(C=C13)C(=O)[O-])=O 3',6'-dibromo-3-oxo-3H-spiro[isobenzofuran-1,9'-xanthene]-6-carboxylate pyridinium salt